FC=1C=C(CN(C(C(CC)(C)C)=O)C)C=CC1F N-(3,4-difluorobenzyl)-N,2,2-trimethylbutanamide